(tert-butoxycarbonyl)-4-hydroxypiperidine C(C)(C)(C)OC(=O)N1CCC(CC1)O